(R)-3-((6'-chloro-3-fluoro-[2,3'-bipyridin]-4'-yl)amino)butan-1-ol ClC1=CC(=C(C=N1)C1=NC=CC=C1F)N[C@@H](CCO)C